C1OC2=CC=C(C=CC(=O)N3CCCCC3)C=C2O1 4-methylenedioxycinnamoyl-piperidine